6-Methyl-9-β-D-ribofuranosyl-7-deazapurine CC1=C2C=CN(C2=NC=N1)[C@H]1[C@H](O)[C@H](O)[C@H](O1)CO